tert-butyl 1-(4-hydroxyquinazolin-6-yl)hexahydropyrrolo[3,4-b]pyrrole-5(1H)-carboxylate OC1=NC=NC2=CC=C(C=C12)N1C2C(CC1)CN(C2)C(=O)OC(C)(C)C